COC(=O)C1=CC=C(C2=CC=CC=C12)C(C=C(C(F)(F)F)C1=CC(=CC(=C1)Cl)Cl)=O.C1(=CC=CC=C1)[SiH]1O[SiH2]O[SiH2]O1 Phenyl-cyclotrisiloxane methyl-4-[3-(3,5-dichloro-phenyl)-4,4,4-trifluoro-1-oxo-2-buten-1-yl]-1-naphthalenecarboxylate